The molecule is a benzoate anion arising from deprotonation of the carboxy group of 2-formylbenzoic acid; major species at pH 7.3. It has a role as a bacterial xenobiotic metabolite and a mouse metabolite. It is a member of benzoates and an aldehydic acid anion. It is a conjugate base of a 2-formylbenzoic acid. C1=CC=C(C(=C1)C=O)C(=O)[O-]